tert-butyl (2S)-2-amino-2-((5S)-1,1-difluorospiro[2.5]octan-5-yl)acetate N[C@H](C(=O)OC(C)(C)C)[C@@H]1CC2(CC2(F)F)CCC1